(R)-5-(3-methylmorpholino)indolin-2-one C[C@@H]1COCCN1C=1C=C2CC(NC2=CC1)=O